CC1(OB(OC1(C)C)C=1C=NN(C1)CC1CC(C1)OC1CCN(CC1)C(=O)OC(C)(C)C)C tert-butyl 4-[3-[[4-(4,4,5,5-tetramethyl-1,3,2-dioxaborolan-2-yl)pyrazol-1-yl]methyl]cyclobutoxy]piperidine-1-carboxylate